BrC=1C=2C(SC1[2H])=C(C(=C(C2[2H])[2H])C(C)(C)C)[2H] 3-bromo-6-tert-butylbenzo[b]thiophene-2,4,5,7-d4